4-chloro-2-(4-methylpiperazin-1-yl)-6-nitroaniline ClC1=CC(=C(N)C(=C1)[N+](=O)[O-])N1CCN(CC1)C